5-[(4R,9aS)-8-[2-[6-[(3R,4S)-3-amino-4-fluoro-pyrrolidin-1-yl]-3-pyridyl]ethyl]-4-methyl-3,4,6,7,9,9a-hexahydro-1H-pyrazino[1,2-a]pyrazin-2-yl]quinoline-8-carbonitrile N[C@@H]1CN(C[C@@H]1F)C1=CC=C(C=N1)CCN1C[C@@H]2N([C@@H](CN(C2)C2=C3C=CC=NC3=C(C=C2)C#N)C)CC1